(S,Z)-(2',3-dimethyl-[1,1'-biphenyl]-4-yl)(2-(hydroxymethyl)-4-(methoxyimino)pyrrolidin-1-yl)methanone CC1=C(C=CC=C1)C1=CC(=C(C=C1)C(=O)N1[C@@H](C/C(/C1)=N/OC)CO)C